dihydroxydiphenyl-dicyclohexylmethane OC1(CCC(CC1)C(C1CCCCC1)(C1=CC=CC=C1)C1=CC=CC=C1)O